ClCC(CS(=O)(=O)[O-])Br 3-chloro-2-bromopropanesulfonate